FC1=C(CNC2=C(C=C(C=C2)C)C)C(=CC=C1)F (2,6-difluorobenzyl)-2,4-dimethylaniline